Methyl (2R,3S,3aR,6aR)-2-((((1s,4S)-4-(3-fluorophenyl)cyclohexyl)oxy)methyl)-3-((4-methoxybenzyl)amino)hexahydrocyclopenta[b]pyrrole-1(2H)-carboxylate FC=1C=C(C=CC1)C1CCC(CC1)OC[C@H]1[C@H]([C@@H]2[C@H](N1C(=O)OC)CCC2)NCC2=CC=C(C=C2)OC